ClC1=NC(=NC=C1C(F)(F)F)NC=1C=C2CCN(CC2=CC1F)C(C(F)(F)F)=O 1-(6-((4-chloro-5-(trifluoromethyl)pyrimidin-2-yl)amino)-7-fluoro-3,4-dihydroisoquinolin-2(1H)-yl)-2,2,2-trifluoroethan-1-one